(dimethylamino)benzaldoxime CN(C)C1=C(C=NO)C=CC=C1